5-Fluoro-N-{(S)-1-carbonyl-1-{{(S)-1-carbonyl-3-[(S)-2-carbonylpyrrolidin-3-yl]propan-2-yl}amino}-3-cyclohexylpropan-2-yl}-1H-indole-2-carboxamide FC=1C=C2C=C(NC2=CC1)C(=O)N[C@H](C(N[C@H](C=C=O)C[C@H]1C(NCC1)=C=O)=C=O)CC1CCCCC1